N-(2-(4-(trifluoromethyl)piperidin-1-yl)quinolin-6-yl)cyclohexane-1,4-diamine FC(C1CCN(CC1)C1=NC2=CC=C(C=C2C=C1)NC1CCC(CC1)N)(F)F